C1NCC12CCC(CC2)N2C(=NC1=C3CC[C@@H](NC3=CC=C12)C)CC1=CC=CC=C1 (7S)-3-{2-Azaspiro[3.5]nonan-7-yl}-2-benzyl-7-methyl-3H,6H,7H,8H,9H-imidazo[4,5-f]chinolin